(3S,4R)-N-Fmoc-3-fluoro-4-hydroxypyrrolidine C(=O)(OCC1C2=CC=CC=C2C2=CC=CC=C12)N1C[C@@H]([C@@H](C1)O)F